(1R,3S)-3-amino-1-(trifluoromethyl)cyclohexanol N[C@@H]1C[C@@](CCC1)(O)C(F)(F)F